[Si](C1=CC=CC=C1)(C1=CC=CC=C1)(C(C)(C)C)OC[C@H]1CCC(CO1)=O (R)-6-(((tert-butyldiphenylsilyl)oxy)methyl)dihydro-2H-pyran-3(4H)-one